NC1=C(C(=NN1C(C)C)C=1C=CC(=NC1)CC(=O)O)C#N 2-[5-(5-Amino-4-cyano-1-isopropyl-pyrazol-3-yl)-2-pyridyl]acetic acid